ClC=1C(=CC2=C(C[C@](O2)(C2=CC=CC=C2)CNC2CCC(CC2)(C)O)C1C1=C(C(=O)N)C=CC(=C1F)CC)F 2-((2S,4S)-5-chloro-6-fluoro-2-((((cis)-4-hydroxy-4-methylcyclohexyl)amino)methyl)-2-phenyl-2,3-dihydrobenzofuran-4-yl)-4-ethyl-3-fluorobenzamide